C1(CCCC1)N1CC(C(CC1)N1CCN(CCC1)C1=NC(=CC=C1)C=1NC(=C(N1)C1CC1)C)F 1-(1-Cyclopentyl-3-fluoropiperidin-4-yl)-4-[6-(4-cyclopropyl-5-methyl-1H-imidazol-2-yl)pyridin-2-yl]-1,4-diazepane